[N+](=O)([O-])C1=CC(=NN1)NC(=N)N 5-nitroguanidinopyrazole